1-(difluoromethoxy)-2-ethynylbenzene FC(OC1=C(C=CC=C1)C#C)F